C(#N)C=1C(=NN(C1NC)C1COCC1)C1=CC=C(C=C1)CNC(C1=C(C=CC=C1)OC)=O N-[[4-[4-cyano-5-(methylamino)-1-tetrahydro-furan-3-yl-pyrazol-3-yl]phenyl]methyl]-2-methoxy-benzamide